N-(3-fluorophenyl)-1-(methylsulfonyl)-N-({5-[5-(trifluoromethyl)-1,2,4-oxadiazol-3-yl]pyridin-2-yl}methyl)azetidine-3-carboxamide FC=1C=C(C=CC1)N(C(=O)C1CN(C1)S(=O)(=O)C)CC1=NC=C(C=C1)C1=NOC(=N1)C(F)(F)F